3-(4-(4-(2-(4-(((5-fluoro-4-oxo-2-(((tetrahydro-2H-pyran-4-yl)thio)methyl)-3,4-dihydroquinazolin-7-yl)oxy)methyl)piperidin-1-yl)ethyl)piperazin-1-yl)phenoxy)piperidine-2,6-dione FC1=C2C(NC(=NC2=CC(=C1)OCC1CCN(CC1)CCN1CCN(CC1)C1=CC=C(OC2C(NC(CC2)=O)=O)C=C1)CSC1CCOCC1)=O